potassium carbide [C-]#[C-].[K+].[K+]